chloro-N-((1R,3s,5S)-1,5-dimethyl-8-azabicyclo[3.2.1]oct-3-yl)-N-methyl-4-((1S,2S)-2-(2-methylquinazolin-4-yl)cyclopropyl)benzamide ClC1=C(C(=O)N(C)C2C[C@]3(CC[C@@](C2)(N3)C)C)C=CC(=C1)[C@@H]1[C@H](C1)C1=NC(=NC3=CC=CC=C13)C